O1C[C@H](CC1)OC1NC(C2=CC=CC=C12)=O 3-[(3S)-oxolan-3-yl-oxy]-2,3-dihydro-1H-isoindol-1-one